FC(CC(C(=O)O)C1=CC=C(C=C1)F)F 4,4-difluoro-2-(4-fluorophenyl)butanoic acid